C(C)(=O)O.C(C)(=O)O.C(CCCCCCC\C=C/CCCCCCCC)(=O)NCCN oleoyl-ethylenediamine diacetic acid